CC1=NC=NC(=C1C1=C(C=CC(=C1)[N+](=O)[O-])OCCN1CCCC1)C 4,6-dimethyl-5-(5-nitro-2-(2-(pyrrolidin-1-yl)ethoxy)phenyl)pyrimidine